CNS(NC1[C@H]2CC(C[C@@H]12)(C1=C2C=NNC2=CC(=C1)C(F)(F)F)O)(=O)=O N'-methyl-N-((1R,3r,5S,6r)-3-hydroxy-3-(6-(trifluoromethyl)-1H-indazol-4-yl)bicyclo[3.1.0]hexan-6-yl)sulfuric diamide